COC(=O)C=1C=C(C=2N(C1)N=C(C2C)C=2N(C1=C(C=CC=C1C2)C2CCN(CC2)C(=O)C2OCCCC2)CC2CC2)OC 2-(1-(Cyclopropylmethyl)-7-(1-(tetrahydro-2H-pyran-2-carbonyl)piperidin-4-yl)-1H-indol-2-yl)-4-methoxy-3-methylpyrazolo[1,5-a]pyridine-6-carboxylic acid methyl ester